4-phenylethynyl-3-trifluoromethyl-aniline C1(=CC=CC=C1)C#CC1=C(C=C(N)C=C1)C(F)(F)F